(5-((6-((S)-3-benzylisoxazolidin-2-yl)pyrimidin-4-yl)amino)-4-methoxy-2-(4-(oxetan-3-yl)piperazin-1-yl)phenyl)acrylamide C(C1=CC=CC=C1)[C@@H]1N(OCC1)C1=CC(=NC=N1)NC=1C(=CC(=C(C1)C(C(=O)N)=C)N1CCN(CC1)C1COC1)OC